5-(4-((1-((1-(3-aminopropyl)-3-(2-methoxypyridin-3-yl)-1H-indol-5-yl)methyl)piperidin-4-yl)methyl)piperazin-1-yl)-2-(2,6-dioxopiperidin-3-yl)isoindoline-1,3-dione NCCCN1C=C(C2=CC(=CC=C12)CN1CCC(CC1)CN1CCN(CC1)C=1C=C2C(N(C(C2=CC1)=O)C1C(NC(CC1)=O)=O)=O)C=1C(=NC=CC1)OC